(S)-4-(2-((5-methoxy-7-methyl-1H-indol-4-yl)methyl)-2-azaspiro[3.4]octan-1-yl)benzoic acid COC=1C(=C2C=CNC2=C(C1)C)CN1[C@H](C2(C1)CCCC2)C2=CC=C(C(=O)O)C=C2